(+/-)-N5-(3-acetamidopropyl)-N7,3-dimethyl-3-phenyl-2,3-dihydrobenzofuran-5,7-dicarboxamide C(C)(=O)NCCCNC(=O)C=1C=C(C2=C([C@](CO2)(C2=CC=CC=C2)C)C1)C(=O)NC |r|